COC1=CC=C(C=N1)NC1=NC=2N(C=C1)N=CC2C=2C=C(C=CC2)C(C)=O 1-[3-[5-[(6-methoxy-3-pyridyl)amino]pyrazolo[1,5-a]pyrimidin-3-yl]phenyl]ethanone